2-((5-fluoro-2-((4-(4-methylpiperazin-1-yl)phenyl)amino)pyrimidin-4-yl)amino)benzoyl-hydrazine FC=1C(=NC(=NC1)NC1=CC=C(C=C1)N1CCN(CC1)C)NC1=C(C(=O)NN)C=CC=C1